C(=O)(O)C1=CC(=NC(=C1)C=1N=NN(C1)C=1C(=C(C(=O)O)C=CC1)C(F)(F)F)C=1N=NN(C1)C=1C(=C(C(=O)O)C=CC1)C(F)(F)F 4'-((4-carboxypyridin-2,6-diyl)bis(1H-1,2,3-triazole-4,1-diyl))bis(2-(trifluoromethyl)benzoic acid)